COC1=CC(=CC=2N(N=NC21)C2=CC=C(CNS(=O)(=O)N)C=C2)OC N-(4-(4,6-dimethoxy-1H-benzo[d][1,2,3]triazol-1-yl)benzyl)sulfamide